C1(CC1)C=1OC2=C(C1)C(=CC=C2OC)C2=CC(=NC(=C2)C)C 4-(2-cyclopropyl-7-methoxybenzofuran-4-yl)-2,6-dimethylpyridine